BrC=1C=C(C=C2C1C(OC(C21CCOCC1)O)C)F 8-bromo-6-fluoro-1-methyl-2',3',5',6'-tetrahydrospiro[isochromane-4,4'-pyran]-3-ol